O1[C@@H](CC1)CN1C(=NC2=C1C=C(C=C2)C(=O)O)CN2CCC(CC2)C2=NC(=CC=C2)OCC2=CC=NC1=CC=CC=C21 (S)-1-(oxetan-2-ylmethyl)-2-((4-(6-(quinolin-4-ylmethoxy)pyridin-2-yl)piperidine-1-yl)methyl)-1H-benzo[d]imidazole-6-carboxylic acid